ethyl-2-oxo-butanoate C(C)OC(C(CC)=O)=O